1-(2,6-dimethoxyphenyl-2-(6-ethoxypyridin-2-yl)-1H-imidazo[4,5-b]pyrazin-6-yl)methanesulfonamide COC1=C(C(=CC=C1)OC)N1C(=NC=2C1=NC(=CN2)CS(=O)(=O)N)C2=NC(=CC=C2)OCC